phenyl ((R)-fluoro((R or S)-3-(2-(5-fluorothiophen-2-yl)ethyl)-1-(2-(6-methylpyridin-3-yl)propan-2-yl)pyrrolidin-3-yl)methyl)carbamate F[C@H]([C@]1(CN(CC1)C(C)(C)C=1C=NC(=CC1)C)CCC=1SC(=CC1)F)NC(OC1=CC=CC=C1)=O |o1:2|